(4-ethynylphenyl)(6-(methyl(7H-pyrrolo[2,3-d]pyrimidin-4-yl)amino)-2-azaspiro[3.3]heptan-2-yl)methanone C(#C)C1=CC=C(C=C1)C(=O)N1CC2(C1)CC(C2)N(C=2C1=C(N=CN2)NC=C1)C